3,5-diisopropyl-4-((triisopropylsilyl)oxy)benzoic acid C(C)(C)C=1C=C(C(=O)O)C=C(C1O[Si](C(C)C)(C(C)C)C(C)C)C(C)C